(E)-(2'-(4-methoxystyryl)-[1,1'-biphenyl]-2-yl)diphenylphosphine COC1=CC=C(/C=C/C2=C(C=CC=C2)C2=C(C=CC=C2)P(C2=CC=CC=C2)C2=CC=CC=C2)C=C1